((S)-1-(3-chloro-5-fluoro-2-((4-methoxyphenoxy) methyl)phenyl)ethylamino)butanoate ClC=1C(=C(C=C(C1)F)[C@H](C)NC(C(=O)[O-])CC)COC1=CC=C(C=C1)OC